(S)-N-methyl-6-morpholino-2,3-dihydrobenzofuran-3-amine CN[C@@H]1COC2=C1C=CC(=C2)N2CCOCC2